FC=1C=C2CN(C(C2=CC1)=O)C[C@@H]1N(C[C@H](NC1)C)CC(=O)N1CC(C2=C1C=C(C=1N2N=CN1)CC1=CC=C(C=C1)F)(C)C 5-fluoro-2-(((2R,5R)-1-(2-(4-(4-fluorobenzyl)-8,8-dimethyl-7,8-dihydro-6H-pyrrolo[2,3-e][1,2,4]triazolo[1,5-a]pyridin-6-yl)-2-oxoethyl)-5-methylpiperazin-2-yl)methyl)isoindolin-1-one